N-(4-methoxyphenyl)naphtho[2,1-d]thiazol-2-amine COC1=CC=C(C=C1)NC=1SC2=C(N1)C=CC1=CC=CC=C12